2-(2,6-dioxopiperidin-3-yl)-4-(2-(2-(2-iodoethoxy)ethoxy)ethylsulfonyl)isoindoline O=C1NC(CCC1N1CC2=CC=CC(=C2C1)S(=O)(=O)CCOCCOCCI)=O